C(CCCCCCCCCCCCCCCCC)(=O)NCCCN(CC)CC Stearamidopropyl-Diethylamine